N-Ethyl-glucamine C(C)NC[C@H](O)[C@@H](O)[C@H](O)[C@H](O)CO